C(C)OC(C=CC=1N(C2=C(C(=CC=C2C1C=1C=NN(C1)C1OCCCC1)Cl)Cl)CC(=O)OC(C)(C)C)=O Ethyl-3-[1-(2-tert-butoxy-2-oxo-ethyl)-6,7-dichloro-3-(1-tetrahydropyran-2-ylpyrazol-4-yl)indol-2-yl]prop-2-enoate